1,5-bis(octahydro-1H-inden-2-yl)pentan-3-ol C1C(CC2CCCCC12)CCC(CCC1CC2CCCCC2C1)O